N-[[4-(4-methyl-1,3-thiazol-5-yl)phenyl]methyl]-N-[2-(oxiran-2-yloxy)ethyl]carbamic acid tert-butyl ester C(C)(C)(C)OC(N(CCOC1OC1)CC1=CC=C(C=C1)C1=C(N=CS1)C)=O